N1(CCC1)CC1=NN(C(=C1Cl)CC1N(C(C2=CC=CC=C12)=O)CC1CC2(C1)OC(NC2)=O)C 2-((1-((3-(azetidin-1-ylmethyl)-4-chloro-1-methyl-1H-pyrazol-5-yl)methyl)-3-oxoisoindolin-2-yl)methyl)-5-oxa-7-azaspiro[3.4]octan-6-one